OC(C(=O)OCC)CCC(=O)OCC 1,5-diethyl 2-hydroxyglutarate